C1(=CC(=CC=C1)C(C)O)C 1-(m-tolyl)ethan-1-ol